5-(2-amino-[1,2,4]triazolo[1,5-a]pyridin-7-yl)-N-(2-(cyclopentyloxy)-5-fluorobenzyl)nicotinamide NC1=NN2C(C=C(C=C2)C=2C=NC=C(C(=O)NCC3=C(C=CC(=C3)F)OC3CCCC3)C2)=N1